2-[(8-anti)-3-azabicyclo[3.2.1]oct-8-yl(methyl)amino][1,3]thiazolo[5,4-d]pyrimidin C12CNCC(CC1)C2N(C=2SC=1N=CN=CC1N2)C